N-[(1R)-1-cyclohexyl-2-oxo-2-[4-(4-piperidyloxy)-1-piperidyl]ethyl]-3-[(3S)-1-[2-[(2,4-difluorophenyl)methylamino]acetyl]-3-piperidyl]benzamide C1(CCCCC1)[C@H](C(N1CCC(CC1)OC1CCNCC1)=O)NC(C1=CC(=CC=C1)[C@H]1CN(CCC1)C(CNCC1=C(C=C(C=C1)F)F)=O)=O